CN(C)[Ti] (dimethyl-amino)titanium